8-amino-3-azabicyclo[3.2.1]Octane-3-carboxylic acid tert-butyl ester C(C)(C)(C)OC(=O)N1CC2CCC(C1)C2N